ethyl 2-(ethoxymethylene)-4,4,4-trifluoro-3-oxo-butanoate C(C)OC=C(C(=O)OCC)C(C(F)(F)F)=O